D-4-aminocarbamoylphenylalanine NNC(=O)C1=CC=C(C[C@@H](N)C(=O)O)C=C1